3-((6-(2-Aminopyridin-4-yl)-1-oxoisoquinolin-2(1H)-yl)methyl)-N-methylbenzamide NC1=NC=CC(=C1)C=1C=C2C=CN(C(C2=CC1)=O)CC=1C=C(C(=O)NC)C=CC1